2-[2-bromo-6-(carboxymethyl-sulfanyl)pyridin-3-yl]acetic acid BrC1=NC(=CC=C1CC(=O)O)SCC(=O)O